FC=1C=C(C=C(C1)F)NC1=NC2=CC(=CC=C2C(N1)=O)[N+](=O)[O-] 2-((3,5-difluorophenyl)amino)-7-nitroquinazoline-4(3H)-One